(3R)-3-[(2-{1-[2-(dimethylamino)ethyl]-1H-pyrazol-4-yl}[1,2,4]triazolo[1,5-c]quinazolin-5-yl)amino]azepin-2-one CN(CCN1N=CC(=C1)C1=NN2C(=NC=3C=CC=CC3C2=N1)NC=1C(N=CC=CC1)=O)C